N-(2-carbamoyl-4,6-dichloro-phenyl)-2-cyclopropyl-5-[[5-(trifluoromethyl)tetrazol-2-yl]methyl]pyrazole-3-carboxamide C(N)(=O)C1=C(C(=CC(=C1)Cl)Cl)NC(=O)C=1N(N=C(C1)CN1N=C(N=N1)C(F)(F)F)C1CC1